tert-butyl 6-[7-[4-fluoro-2-[2-[2-[(2,2,2-trifluoro-1-phenyl-ethyl)amino]ethoxy]ethoxy]phenyl]thieno[2,3-d]pyridazin-4-yl]-3,4-dihydro-1H-isoquinoline-2-carboxylate FC1=CC(=C(C=C1)C=1N=NC(=C2C1SC=C2)C=2C=C1CCN(CC1=CC2)C(=O)OC(C)(C)C)OCCOCCNC(C(F)(F)F)C2=CC=CC=C2